OC(C)(C)C=1C=CC(=C(C1)C=1C2=C(C(N(C1)C)=O)NC=C2)OC2CC1(CN(C1)CCC1CCNCC1)C2 4-[5-(1-hydroxy-1-methyl-ethyl)-2-[[2-[2-(4-piperidyl)ethyl]-2-azaspiro[3.3]heptan-6-yl]oxy]phenyl]-6-methyl-1H-pyrrolo[2,3-c]pyridin-7-one